6-(2-bromoanilino)purine BrC1=C(NC2=C3NC=NC3=NC=N2)C=CC=C1